O1CC(COC12CCCCC2)(C(=O)O)C(=O)O 1,5-Dioxaspiro(5.5)undecane-3,3-dicarboxylic acid